ClC1=NC(=CC(=C1)C1(CCN(CC1)C(=O)OC(C)(C)C)O)Cl tert-butyl 4-(2,6-dichloropyridin-4-yl)-4-hydroxypiperidine-1-carboxylate